CN1SC=CC1=O.[Cl] chlorine 2-methyl-4-isothiazolin-3-one